(1E,3Z)-2-benzyl-3-(benzylamino)isoindolin C(C1=CC=CC=C1)N1CC2=CC=CC=C2C1NCC1=CC=CC=C1